2-[4-[[(1S,2R)-2-hydroxycyclohexyl]amino]phthalazin-1-yl]-5-(trifluoromethyl)phenol O[C@H]1[C@H](CCCC1)NC1=NN=C(C2=CC=CC=C12)C1=C(C=C(C=C1)C(F)(F)F)O